ethyl 2-[1-(2-chloro-1,3-thiazol-5-yl)-1H-pyrazol-3-yl]acetate ClC=1SC(=CN1)N1N=C(C=C1)CC(=O)OCC